C(C)(C)(C)OC(=O)N1C[C@@H](OCC1)C1=CC=C(C=C1)Br (2S)-2-(4-bromophenyl)morpholine-4-carboxylic acid tert-butyl ester